C(C)OC(=O)C=1N=CC=2CN(CCC2C1)C1=CC(=C(C(=C1)OC)F)F 7-(3,4-difluoro-5-methoxyphenyl)-5,6,7,8-tetrahydro-2,7-naphthyridine-3-carboxylic acid ethyl ester